4-(7-chloro-8-fluoro-2-(((2R,7aS)-2-fluorotetrahydro-1H-pyrrolizin-7a(5H)-yl)methoxy)pyrido[4,3-d]pyrimidin-4-yl)-1-imino-1λ6-thiomorpholine 1-oxide ClC1=C(C=2N=C(N=C(C2C=N1)N1CCS(CC1)(=N)=O)OC[C@]12CCCN2C[C@@H](C1)F)F